1-(2-Methoxy-5-(4-((2-(piperidin-4-yl)ethoxy)methyl)piperidine-1-carbonyl)phenyl)dihydropyrimidine COC1=C(C=C(C=C1)C(=O)N1CCC(CC1)COCCC1CCNCC1)N1CNCC=C1